tert-Butyl (S)-2-(2-(benzyloxy)-2-oxoethyl)morpholine-4-carboxylate C(C1=CC=CC=C1)OC(C[C@H]1CN(CCO1)C(=O)OC(C)(C)C)=O